4-((4-(2-Isopropylthiazol-5-yl)pyridin-2-yl)((4-(4-methoxy-3-methylphenyl)bicyclo[2.2.2]octan-1-yl)methyl)carbamoyl)(trans-cyclohexyl) (3-hydroxy-3-methylbutyl)carbamate OC(CCNC(O[C@@H]1CC[C@H](CC1)C(N(CC12CCC(CC1)(CC2)C2=CC(=C(C=C2)OC)C)C2=NC=CC(=C2)C2=CN=C(S2)C(C)C)=O)=O)(C)C